C(CCCCCCCCCC#CCC)(=O)O 11-tetradecynic acid